NC=1N=C(C=C2C=C(N=CC12)NC(=O)[C@H]1[C@@H](C1)C=1C=NN(C1)C)C1=C(C=CC=C1)Cl (1R,2R)-N-[8-amino-6-(2-chlorophenyl)-2,7-naphthyridine-3-yl]-2-(1-methyl-1H-pyrazol-4-yl)cyclopropane-1-carboxamide